pyridine-3-carbamic acid tert-butyl ester C(C)(C)(C)OC(NC=1C=NC=CC1)=O